3-(methylamino)quinolin CNC=1C=NC2=CC=CC=C2C1